CC=1N=C(C2=C(N1)C=NC(=C2)OC2COCC2)O 2-methyl-6-((tetrahydrofuran-3-yl)oxy)pyrido[3,4-d]pyrimidin-4-ol